ClC=1C=C2C(N(C(=NC2=CC1OC)CCCCN(C(OC(C)(C)C)=O)C)CC(C)(C)C)=O tert-butyl (4-(6-chloro-7-methoxy-3-neopentyl-4-oxo-3,4-dihydroquinazolin-2-yl)butyl)(methyl)carbamate